ClC=1C=C2C3=C(NC2=CC1)[C@@H](NCC3)CC(COC)COC (S)-6-chloro-1-(3-methoxy-2-(methoxymethyl)propyl)-2,3,4,9-tetrahydro-1H-pyrido[3,4-b]indole